(2S,4R)-1-{2-[4-(3,3-difluoroazetidin-1-yl)-2H-1,2,3-triazol-2-yl]acetyl}-4-fluoro-N-[(S)-phenyl[5-(propan-2-yl)pyridin-2-yl]methyl]pyrrolidine-2-carboxamide FC1(CN(C1)C1=NN(N=C1)CC(=O)N1[C@@H](C[C@H](C1)F)C(=O)N[C@H](C1=NC=C(C=C1)C(C)C)C1=CC=CC=C1)F